(R)-4-(1-(2-(2-methoxyphenyl)-2-((tetrahydro-2H-pyran-4-yl)oxy)ethyl)-5-methyl-6-(oxazol-2-yl)-2,4-dioxo-1,4-dihydrothieno[2,3-d]pyrimidin-3(2H)-yl)benzoic acid COC1=C(C=CC=C1)[C@H](CN1C(N(C(C2=C1SC(=C2C)C=2OC=CN2)=O)C2=CC=C(C(=O)O)C=C2)=O)OC2CCOCC2